BrC=1C=C(C(=NC1)OC)C1(OCCO1)C 5-bromo-2-methoxy-3-(2-methyl-1,3-dioxolan-2-yl)pyridine